ClC=1C=2C(=CNC2C2=C(C1)CN(S(N2)(=O)=O)CC2=CC(N(C=C2)C)=O)Cl 4-((6,7-dichloro-2,2-dioxido-4,9-dihydro-[1,2,6]thiadiazino[4,3-g]indol-3(1H)-yl)methyl)-1-methylpyridin-2(1H)-one